1-(Azetidin-3-yl)-4-bromo-5-methylpyrazole N1CC(C1)N1N=CC(=C1C)Br